((1,1-Dimethyl-2-hydroxyethyl)amino)-2-hydroxypropanesulfonic acid sodium salt CC(C(NC(C)(C)CO)S(=O)(=O)[O-])O.[Na+]